(1S,9S)-1-((S)-1-amino-3-hydroxypropyl)-9-ethyl-5-fluoro-9-hydroxy-4-methyl-1,2,3,9,12,15-hexahydro-10H,13H-benzo[de]pyrano[3',4':6,7]indolizino[1,2-b]quinoline-10,13-dione N[C@@H](CCO)[C@H]1CCC=2C=3C1=C1C(=NC3C=C(C2C)F)C2=CC3=C(C(N2C1)=O)COC([C@]3(O)CC)=O